(4-ethoxy-4-oxobutyl)triphenylphosphonium bromine [Br+].C(C)OC(CCC[P+](C1=CC=CC=C1)(C1=CC=CC=C1)C1=CC=CC=C1)=O